4,5-di-tert-butyl-salicylaldehyde C(C)(C)(C)C=1C=C(C(C=O)=CC1C(C)(C)C)O